(E)-4-[4-[(4-aminophenyl)sulfonylamino]butyl-methyl-amino]but-2-enoic acid NC1=CC=C(C=C1)S(=O)(=O)NCCCCN(C/C=C/C(=O)O)C